tert-butyl 3-(3-methoxy-3-oxo-2-{1-[1-(2,2,2-trifluoroethyl)piperidin-4-yl]indol-3-yl}propanoyl)indole-1-carboxylate COC(C(C(=O)C1=CN(C2=CC=CC=C12)C(=O)OC(C)(C)C)C1=CN(C2=CC=CC=C12)C1CCN(CC1)CC(F)(F)F)=O